ClC1=CC(=NC=N1)OC1=C(C=CC=C1)C(C(=O)OC)=COC methyl 2-[2-[6-chloropyrimidine-4-oxy] phenyl]-3-methoxypropenoate